Titanium dipropoxide bis(lactate) C(C(O)C)(=O)[O-].C(C(O)C)(=O)[O-].[O-]CCC.[O-]CCC.[Ti+4]